N-(1H-benzimidazol-4-ylmethyl)-7-(4-bromo-3-chloro-benzoyl)-2-[4-(cyclopropoxy)phenyl]-3-oxo-6,8-dihydro-5H-imidazo[1,5-a]pyrazine-1-carboxamide N1C=NC2=C1C=CC=C2CNC(=O)C=2N(C(N1C2CN(CC1)C(C1=CC(=C(C=C1)Br)Cl)=O)=O)C1=CC=C(C=C1)OC1CC1